O1N=C(CC12CCCCC2)C[C@@H]2[C@@H]([C@H]([C@H]([C@H](O2)CO)O)N2N=NC(=C2)C2=CC(=C(C(=C2)F)F)Cl)OC (2R,3R,4S,5R,6R)-6-((1-Oxa-2-azaspiro[4.5]dec-2-en-3-yl)methyl)-4-(4-(3-chloro-4,5-difluorophenyl)-1H-1,2,3-triazol-1-yl)-2-(hydroxymethyl)-5-methoxytetrahydro-2H-pyran-3-ol